tert-Butyl 3'-(1,3-dioxolan-2-yl)-5,6-dihydro-[2,2'-bipyridine]-1(4H)-carboxylate O1C(OCC1)C=1C(=NC=CC1)C=1N(CCCC1)C(=O)OC(C)(C)C